N[C@H](C(=O)NC1=NC=CC(=C1)C(COC)NC(CCC(F)(F)F)=O)C1CCC(CC1)C N-(1-(2-((S)-2-amino-2-((1r,4S)-4-methylcyclohexyl)acetamido)pyridin-4-yl)-2-methoxyethyl)-4,4,4-trifluorobutanamide